3β-acetoxy-17-(3-pyridyl)androsta-5,16-diene C(C)(=O)O[C@@H]1CC2=CC[C@H]3[C@@H]4CC=C([C@@]4(C)CC[C@@H]3[C@]2(CC1)C)C=1C=NC=CC1